C1CCC2=CC(=CC=C12)NC(CC(OC)OC)=O N-(2,3-dihydro-1H-inden-5-yl)-3,3-dimethoxypropionamide